FC1(CN(CC(C1)COC=1C(=NC=CC1)C(F)(F)F)C(=O)OC(C)(C)C)F tert-butyl 3,3-difluoro-5-({[2-(trifluoromethyl)pyridin-3-yl]oxy}methyl)piperidine-1-carboxylate